(S)-2-(6-chloro-2,4-dioxo-1,4-dihydroquinazolin-3(2H)-yl)-N-(1-(2,4-difluorophenyl)ethyl)acetamide ClC=1C=C2C(N(C(NC2=CC1)=O)CC(=O)N[C@@H](C)C1=C(C=C(C=C1)F)F)=O